CC(CSN)C 2-methyl-propan-1-yl-thio-amine